4-(3-aminopyridin-4-yl)-5-(tert-butyl)-N-(5-chloro-6-(2H-1,2,3-triazol-2-yl)pyridin-3-yl)-2-fluorobenzamide NC=1C=NC=CC1C1=CC(=C(C(=O)NC=2C=NC(=C(C2)Cl)N2N=CC=N2)C=C1C(C)(C)C)F